2-(6-((2S,5R)-5-ethyl-2-methyl-4-(1-(3-methylquinoxalin-6-yl)ethyl)piperazin-1-yl)-3,9-dimethyl-2-oxo-3,9-dihydro-2H-purin-8-yl)acetonitrile C(C)[C@H]1N(C[C@@H](N(C1)C=1C=2N=C(N(C2N(C(N1)=O)C)C)CC#N)C)C(C)C=1C=C2N=C(C=NC2=CC1)C